[N+](=O)([O-])C1=CC=C(C=C1)S(=O)(=O)N1CCC=2C1=CN=CC2C2=CC=C(C#N)C=C2 4-(1-((4-Nitrophenyl)sulfonyl)-2,3-dihydro-1H-pyrrolo[2,3-c]pyridin-4-yl)benzonitrile